methyl (1-((6-chloro-4-methoxypyridazin-3-yl)methyl)-7-hydroxy-3-iodo-1H-pyrazolo[4,3-d]pyrimidin-5-yl)carbamate ClC1=CC(=C(N=N1)CN1N=C(C=2N=C(N=C(C21)O)NC(OC)=O)I)OC